N-(2-((3R,4S)-3-fluoro-4-methoxypiperidin-1-yl)pyrimidin-4-yl)-5-isopropyl-Isoquinolin-3-amine F[C@@H]1CN(CC[C@@H]1OC)C1=NC=CC(=N1)NC=1N=CC2=CC=CC(=C2C1)C(C)C